1-(5-(3-(4-amino-2,3-dihydro-1H-inden-5-yl)phenoxy)pentyl)-1H-pyrazole-3-sulfonamide NC1=C2CCCC2=CC=C1C=1C=C(OCCCCCN2N=C(C=C2)S(=O)(=O)N)C=CC1